BrC=1C=C(OCCN2CCN(CC2)C(=O)OC(C)(C)C)C=CC1C=O tert-butyl 4-(2-(3-bromo-4-formylphenoxy)ethyl)piperazine-1-carboxylate